BrC=1C=C2C(=NC1)N(C(N2)=O)C(C2=CC=CC=C2)(C2=CC=CC=C2)C2=CC=CC=C2 6-bromo-3-trityl-1,3-dihydro-2H-imidazo[4,5-b]pyridin-2-one